N-(4-{5-[(1S,4S)-2,5-diazabicyclo[2.2.1]Hept-2-yl]-2-(4-fluorophenyl)-3H-imidazo[4,5-b]Pyridin-3-yl}pyridin-2-yl)cyclopropanecarboxamide [C@@H]12N(C[C@@H](NC1)C2)C2=CC=C1C(=N2)N(C(=N1)C1=CC=C(C=C1)F)C1=CC(=NC=C1)NC(=O)C1CC1